CC1=NN(C=C1C=1C=C(C=2N(C1)N=CC2C#N)O[C@H](C)C2=NC=CC=C2)C2CC1(C2)CCN(CC1)C1COC1 6-[3-methyl-1-[7-(oxetan-3-yl)-7-azaspiro[3.5]nonan-2-yl]pyrazol-4-yl]-4-[(1R)-1-(2-pyridyl)ethoxy]pyrazolo[1,5-a]pyridine-3-carbonitrile